FC1=C(C=C(C=C1)C1=C(C(=NC2=CC3=C(C=C12)C=NN3)C3=CC=C(C(=O)OCC)C=C3)C(C)C)OC Ethyl 4-[5-(4-fluoro-3-methoxy-phenyl)-6-isopropyl-1H-pyrazolo[4,3-g]quinolin-7-yl]benzoate